3-chloro-2'-(3-(cyclopropylcarbamoyl)-2-fluorophenyl)-5',6-dimethyl-2-oxo-2H-[1,4'-bipyridin]-4-yl trifluoromethanesulfonate FC(S(=O)(=O)OC1=C(C(N(C(=C1)C)C1=CC(=NC=C1C)C1=C(C(=CC=C1)C(NC1CC1)=O)F)=O)Cl)(F)F